1-[3-acetyl-6-[5-[[6-(3-methoxyazetidine-1-carbonyl)pyridazin-3-yl]amino]benzimidazol-1-yl]-2-pyridyl]-5-methyl-pyrazole-3-carbonitrile C(C)(=O)C=1C(=NC(=CC1)N1C=NC2=C1C=CC(=C2)NC=2N=NC(=CC2)C(=O)N2CC(C2)OC)N2N=C(C=C2C)C#N